O=C(CC(=O)OCC)C1=CC(=CC=C1)C1OC2=C(C1)C=C(C=C2)C(F)(F)F Ethyl 3-oxo-3-(3-(5-(trifluoromethyl)-2,3-dihydrobenzofuran-2-yl)phenyl)propanoate